5,5'-nonamethylenebis[2-(4-vinylbenzyl)-2H-tetrazole] C(=C)C1=CC=C(CN2N=C(N=N2)CCCCCCCCCC=2N=NN(N2)CC2=CC=C(C=C2)C=C)C=C1